5-(ETHOXYCARBONYL)-1H-PYRROL-2-YLBORONIC ACID C(C)OC(=O)C1=CC=C(N1)B(O)O